Ethyl 2-(3-((4-((tert-butoxycarbonyl)amino)piperidin-1-yl)sulfonyl)benzyl)butanoate C(C)(C)(C)OC(=O)NC1CCN(CC1)S(=O)(=O)C=1C=C(CC(C(=O)OCC)CC)C=CC1